C(C)(C)(C)C=1C=C(C=C(C1)C(C)(C)C)C=1C=C(C=C(C1)C(C)(C)C)C1=CC=CC(=C1)C1=C(C=CC=2C3=CC=CC=C3C(C12)(C)C)N (3'',5',5''-tri-tert-butyl-1,1':3',1''-terphenyl-5-yl)-9,9-dimethyl-9H-fluoren-2-amine